FC=1C(=NC=C(C1)F)COC1=CC(N(C(=C1)C)C1=CC(=NC=C1C)C(=O)N(C)OC)=O 4-((3,5-difluoropyridin-2-yl)methoxy)-N-methoxy-N,5',6-trimethyl-2-oxo-2H-[1,4'-bipyridin]-2'-amide